methyl 5-(3-methoxyprop-1-yn-1-yl)-2-(methylsulfanyl)pyrimidine-4-carboxylate COCC#CC=1C(=NC(=NC1)SC)C(=O)OC